C(C)(C)(C)OC(=O)NCC1=NC=CC(=C1)SC1=C(C(=O)[O-])C=CC=C1 2-[[2-[(tert-butoxycarbonylamino)methyl]-4-pyridyl]thio]benzoate